2-amino-5-bromopyrazolo[1,5-a]pyridine-3-carboxylic acid NC1=NN2C(C=C(C=C2)Br)=C1C(=O)O